maleamic acid C(\C=C/C(=O)N)(=O)O